(1E)-{4-[2-(6,7-dimethoxy-1,2,3,4-tetrahydroisoquinolin-2-yl)ethyl]phenyl}ethanamide COC=1C=C2CCN(CC2=CC1OC)CCC1=CC=C(C=C1)CC(=O)N